S1C=CC2=C1CN(C2)C(=O)[O-] 4,6-dihydro-5H-thieno[2,3-c]pyrrole-5-carboxylate